3-(4-fluorophenyl)-N-(2-hydroxyethyl)-1-methyl-4-(phenylsulfanyl)-1H-pyrazole-5-carboxamide FC1=CC=C(C=C1)C1=NN(C(=C1SC1=CC=CC=C1)C(=O)NCCO)C